4'-(5-chloro-2-methoxyphenyl)-4-methyl-N-(5-methyl-4,5,6,7-tetrahydrothiazolo[5,4-c]pyridin-2-yl)-2-oxo-2H-[1,2'-bipyridine]-5'-carboxamide ClC=1C=CC(=C(C1)C1=CC(=NC=C1C(=O)NC=1SC=2CN(CCC2N1)C)N1C(C=C(C=C1)C)=O)OC